1-bromo-6-chloronaphthalene BrC1=CC=CC2=CC(=CC=C12)Cl